glycolhydrazide C(CO)(=O)NN